ClC1=C(C=CC(=C1)Cl)CCNC(=S)N1CC2=CC(=C(C=C2CC1)O)O N-[2-(2,4-dichlorophenyl)ethyl]-6,7-dihydroxy-1,2,3,4-tetrahydroisoquinoline-2-carbothioamide